C(C1=CC=CC=C1)OC1=C(N2C(C3=CC(=CC=C13)C#CC1=CC=CC=C1)=NC=N2)C(=O)NCC(=O)OCC ethyl 2-[[6-benzyloxy-9-(2-phenylethynyl)-[1,2,4]triazolo[5,1-a]isoquinoline-5-carbonyl]amino]acetate